N-[2-(p-toluenesulfonyloxy)phenyl]-N'-[3-(1-naphthalenesulfonyloxy)phenyl]urea CC1=CC=C(C=C1)S(=O)(=O)OC1=C(C=CC=C1)NC(=O)NC1=CC(=CC=C1)OS(=O)(=O)C1=CC=CC2=CC=CC=C12